C1C(CCCCCC)(O1)O 2-epoxyoctanol